2-Amino-4-(3-(3-(diethylamino)-3-(hydroxymethyl)pyrrolidin-1-yl)-5-fluoro-7,9-dihydrofuro[3,4-f]quinazolin-6-yl)-7-fluorothieno[3,2-c]pyridine-3-carbonitrile NC1=C(C=2C(=NC=C(C2S1)F)C=1C2=C(C=3C=NC(=NC3C1F)N1CC(CC1)(CO)N(CC)CC)COC2)C#N